1-(3-hydroxyphenyl)-3-methyl-thiourea OC=1C=C(C=CC1)NC(=S)NC